1-methyl-4-(1-methyl-7-methylsulfanyl-2-oxo-4H-pyrimido[4,5-d]pyrimidin-3-yl)-5,6-dihydro-4H-pyrazolo[3,4-b]pyridine-7-carboxylic acid tert-butyl ester C(C)(C)(C)OC(=O)N1C2=C(C(CC1)N1C(N(C3=NC(=NC=C3C1)SC)C)=O)C=NN2C